C(C)(=O)N[C@@H](C(C)C)C(=O)N[C@@H](CCCNC(N)=O)C(=O)O N-acetyl-L-valyl-N5-carbamoyl-L-ornithine